12-hexadecanoyloxyoctadecanoic acid C(CCCCCCCCCCCCCCC)(=O)OC(CCCCCCCCCCC(=O)O)CCCCCC